(E)-N-(4,5-difluoro-2-methylphenyl)-3-(2-oxo-2,3-dihydrobenzo[d]oxazol-5-yl)acrylamide FC1=CC(=C(C=C1F)NC(\C=C\C=1C=CC2=C(NC(O2)=O)C1)=O)C